tert-butyl N-methyl-N-[1-[4-[(3S)-2,6-dioxo-3-piperidyl]-2,3-dihydro-1,4-benzoxazin-8-yl]-4-piperidyl]carbamate CN(C(OC(C)(C)C)=O)C1CCN(CC1)C1=CC=CC=2N(CCOC21)[C@@H]2C(NC(CC2)=O)=O